N-[7-bromo-[1,3]thiazolo[4,5-c]pyridin-2-yl]benzamide BrC=1C2=C(C=NC1)N=C(S2)NC(C2=CC=CC=C2)=O